FC1(OC2=C(O1)C=CC(=C2)[C@H](C)OC2=NC(=CC(=C2)N2N=C(C=1CCC[C@@H](C21)OC21CCC(CC2)(CC1)C(=O)O)C(F)(F)F)F)F 4-[[(7S)-1-[2-[(1S)-1-(2,2-difluoro-1,3-benzodioxol-5-yl)ethoxy]-6-fluoro-4-pyridyl]-3-(trifluoromethyl)-4,5,6,7-tetrahydroindazol-7-yl]oxy]bicyclo[2.2.2]octane-1-carboxylic acid